C1(=CC=CC=C1)C(C#C)O\N=C\C1=CC=C(C=C1)C (E)-4-methyl-benzaldehyde O-(phenyl-propargyl) oxime